6-(4-(N-((2-(4-Methoxybenzyl)-3-oxo-4-(trifluoromethyl)-3,5,6,7-tetrahydro-2H-cyclopenta[c]pyridazin-7-yl)methyl)-N-methyl-D-alanyl)piperazin-1-yl)nicotinonitrile COC1=CC=C(CN2N=C3C(=C(C2=O)C(F)(F)F)CCC3CN([C@H](C)C(=O)N3CCN(CC3)C3=NC=C(C#N)C=C3)C)C=C1